3-cyanomethyl-2-(3,4-xylyl)indazole C(#N)CC=1N(N=C2C=CC=CC12)C1=CC(=C(C=C1)C)C